NC1=NC2=NC(=CC=C2C=C1)N 2,7-diamino-1,8-naphthyridine